hydroxy-(2-amino)-pyrimidine OC1=NC(=NC=C1)N